CNNC(=O)C=1C=NC(=CC1)OCC(F)(F)F N'-methyl-6-(2,2,2-trifluoroethoxy)pyridine-3-carbohydrazide